(3R,4R)-4-{[5-(2,4-difluoro-phenyl)-isoxazole-3-carbonyl]-amino}-piperidine-3-carboxylic acid dimethylamide hydrochloride Cl.CN(C(=O)[C@@H]1CNCC[C@H]1NC(=O)C1=NOC(=C1)C1=C(C=C(C=C1)F)F)C